C(CC)(=O)OCCO 2-hydroxyethyl propionate